1-[(2R,6R)-6-[[bis(4-methoxyphenyl)-phenyl-methoxy]methyl]-6-(hydroxymethyl)-4-iso-propyl-morpholin-2-yl]-5-methyl-pyrimidine-2,4-dione COC1=CC=C(C=C1)C(OC[C@]1(O[C@H](CN(C1)C(C)C)N1C(NC(C(=C1)C)=O)=O)CO)(C1=CC=CC=C1)C1=CC=C(C=C1)OC